COC(COCCCCO)=O 2-(4-hydroxy-butoxy)acetic acid methyl ester